N[C@H]1C2N(CC1CC2)C(=O)C=2C=C(C=1N(C2)N=C(C1C)C=1N(C2=CC(=CC=C2C1)C1=CC(=C(C=C1)F)O)CC1CC1)F ((7R)-7-amino-2-azabicyclo[2.2.1]hept-2-yl)(2-(1-(cyclopropylmethyl)-6-(4-fluoro-3-hydroxyphenyl)-1H-indol-2-yl)-4-fluoro-3-methylpyrazolo[1,5-a]pyridin-6-yl)methanone